N1=CC=C(C=C1)N1N=CC(=C1)NC(CC)=O N-[1-(pyridin-4-yl)-1H-pyrazol-4-yl]propanamide